C(C=C)(=O)OCC[Si](O)(O)O acryloyloxyethyl-trihydroxysilane